4,5,6,7-tetrachloro-3-[4-(diethylamino)-2-ethoxyphenyl]-3-(1-ethyl-2-methyl-1H-indol-3-yl)-1(3H)-isobenzofuranone ClC1=C2C(OC(C2=C(C(=C1Cl)Cl)Cl)=O)(C1=C(N(C2=CC=CC=C12)CC)C)C1=C(C=C(C=C1)N(CC)CC)OCC